6-bromo-2-isopropoxy-3-(trifluoromethyl)pyridine BrC1=CC=C(C(=N1)OC(C)C)C(F)(F)F